[O-]S(=O)(=O)C(F)(F)F.C1=CC=CC=2[SH+]C3=C(C21)C=CC=C3 dibenzothiophenium triflate